(R*)-(7-(trifluoromethyl)chroman-4-yl)methanesulfonamide FC(C1=CC=C2[C@@H](CCOC2=C1)CS(=O)(=O)N)(F)F |o1:6|